N-CYCLOPROPYL-2-(4-FORMYLPHENOXY)ACETAMIDE C1(CC1)NC(COC1=CC=C(C=C1)C=O)=O